ClC1=CC=2C(C3=CC=CC=C3C2C=C1)(C(=O)N1[C@@H]2CC([C@H]([C@H]1C(=O)N[C@H](C[C@H]1C(NCCC1)=O)C#N)CC2)(F)F)O (1S,3S,4S)-2-(2-chloro-9-hydroxy-9H-fluorene-9-carbonyl)-N-((R)-1-cyano-2-((S)-2-oxopiperidin-3-yl)ethyl)-5,5-difluoro-2-azabicyclo[2.2.2]octane-3-carboxamide